[Sn](I)(I)(I)I.C(CCCCCCC\C=C/CCCCCCCC)N oleylamine tin iodide